C1(=CC=CC=C1)C1=C(C(=CC=C1)C1=CC=CC=C1)C=1C(=C(C(=CC1)OC)PC1=C(C=CC(=C1)[N+](=O)[O-])O)OC 2-{[2,6-bis(phenyl)phenyl-(2,6-dimethoxyphenyl)]-phosphino}-4-nitro-phenol